C(C)(C)(C)OC(=O)N1CCN(CC1)C1=C(C=CC=C1)NC1C(NC(CC1)=O)=O 4-((2,6-Dioxopiperidin-3-ylamino)phenyl)piperazine-1-carboxylic acid tert-butyl ester